CS(=O)(=O)N1CCC(CC1)NC1=NC=C(C(=N1)C1=CN=C(S1)C(C)O)C(F)(F)F 1-(5-(2-((1-(methylsulfonyl)piperidin-4-yl)amino)-5-(trifluoromethyl)pyrimidin-4-yl)thiazol-2-yl)ethan-1-ol